IC=1C=NC=2C(=CC=C(C2C1)C#N)OC=1C=NC(=CC1)C(F)(F)F 3-iodo-8-[{6-(trifluoromethyl)pyridin-3-yl}oxy]quinoline-5-carbonitrile